3-Amino-1-ethyl-5-(2,2,2-trifluoroethyl)-1,5-dihydro-4H-pyrazolo[4,3-c]pyridin-4-one hydrochloride Cl.NC1=NN(C2=C1C(N(C=C2)CC(F)(F)F)=O)CC